(2R,6S)-4-(4-bromo-2-fluorophenyl)-2,6-dimethylmorpholine BrC1=CC(=C(C=C1)N1C[C@H](O[C@H](C1)C)C)F